3-ethoxy-N-((tetrahydrofuran-2-yl)methyl)benzamide C(C)OC=1C=C(C(=O)NCC2OCCC2)C=CC1